Cl.FC1(C(C1)C1=CC2=C([C@@H](CO2)NC)C=C1)F (3S)-6-(2,2-difluorocyclopropyl)-N-methyl-2,3-dihydrobenzofuran-3-amine hydrogen chloride